N1=CC(=CC(=C1)[C@H](C)NC=1C=C(C(=O)OC)C=CC1C)C=1C=NC=CC1 methyl 3-{[(1S)-1-([3,3'-bipyridyl]-5-yl) ethyl] amino}-4-methylbenzoate